2-((1-(4,7-dimethyl-5-oxo-4,5-dihydropyrazolo[1,5-a]quinazolin-9-yl)ethyl)amino)benzoic acid CN1C=2N(C3=C(C=C(C=C3C1=O)C)C(C)NC1=C(C(=O)O)C=CC=C1)N=CC2